4-(2-(4-Chloro-2-fluorophenyl)-2-methylbenzo[d][1,3]dioxol-4-yl)-5,6-dihydropyridin-2(1H)-one p-methylbenzenesulfonate CC1=CC=C(C=C1)S(=O)(=O)O.ClC1=CC(=C(C=C1)C1(OC2=C(O1)C=CC=C2C2=CC(NCC2)=O)C)F